CN1N=C(N=C1)COCC1=C(C(=O)NC2=NN=NN2CCC)C=CC(=N1)C(F)(F)F 2-(((1-methyl-1H-1,2,4-triazol-3-yl)methoxy)methyl)-N-(1-propyl-1H-tetrazol-5-yl)-6-(trifluoromethyl)nicotinamide